3-(((4-methoxybenzyl)oxy)methyl)-4-methylbenzaldehyde COC1=CC=C(COCC=2C=C(C=O)C=CC2C)C=C1